(Z)-4-(4-(4-((5-fluoro-2-oxoindolin-3-ylidene)methyl)phenyl)-1H-1,2,3-triazol-1-yl)benzonitrile FC=1C=C2/C(/C(NC2=CC1)=O)=C/C1=CC=C(C=C1)C=1N=NN(C1)C1=CC=C(C#N)C=C1